N1N=NN=C1C(=O)N tetrazole-5-carboxamide